3-[5-[8-(hydroxymethyl)-2-azaspiro[4.5]decan-2-yl]-1-oxo-isoindolin-2-yl]piperidine-2,6-dione OCC1CCC2(CCN(C2)C=2C=C3CN(C(C3=CC2)=O)C2C(NC(CC2)=O)=O)CC1